ClC1=CC(=CC2=C1OCC(N2)=O)B2OC(C(O2)(C)C)(C)C 8-chloro-6-(4,4,5,5-tetramethyl-1,3,2-dioxaborolan-2-yl)-2H-benzo[b][1,4]oxazin-3(4H)-one